C(CCCCCCC\C=C/CCCCCC)(=O)NCC(=O)OCC(COC(CN)=O)OC(CNC(CCCCCCC\C=C/CCCCCC)=O)=O (Z)-3-(2-aminoacetoxy)propane-1,2-diyl bis(2-((Z)-hexadec-9-enamido)acetate)